FC1=CC(=C(C=C1C=1C=NC=C(C1)C(F)(F)F)NC(=O)C1=CN(C(C=C1C(F)(F)F)=O)C)N1C[C@H](N([C@H](C1)C)C)C |r| N-[4-fluoro-2-[rac-(3R,5S)-3,4,5-trimethylpiperazin-1-yl]-5-[5-(trifluoromethyl)pyridin-3-yl]phenyl]-1-methyl-6-oxo-4-(trifluoromethyl)pyridine-3-carboxamide